NC1=NC(=C2C(=N1)N(N=C2)CC2=CC(=C(C=C2)[N+](=O)[O-])C(F)(F)F)C=2C(=C(C#N)C=CC2)F 3-[6-amino-1-[[4-nitro-3-(trifluoromethyl)phenyl]methyl]pyrazolo[3,4-d]pyrimidin-4-yl]-2-fluoro-benzonitrile